tert-butyl N-[(3S,4S)-1-(5-bromopyrimidin-2-yl)-4-hydroxypyrrolidin-3-yl]carbamate BrC=1C=NC(=NC1)N1C[C@@H]([C@H](C1)O)NC(OC(C)(C)C)=O